9-(2-carboxyphenyl)-6-hydroxy-2,4,5,7-tetrabromo-3H-xanthen-3-one C(=O)(O)C1=C(C=CC=C1)C=1C2=CC(=C(C(=C2OC2=C(C(C(=CC12)Br)=O)Br)Br)O)Br